1-methyl-7-[[4-[1-methyl-4-(trifluoromethyl)imidazol-2-yl]phenyl]methoxy]-5-[2-(trifluoromethyl)phenyl]pyrazolo[4,3-d]pyrimidine CN1N=CC=2N=C(N=C(C21)OCC2=CC=C(C=C2)C=2N(C=C(N2)C(F)(F)F)C)C2=C(C=CC=C2)C(F)(F)F